COCCl C1-chloromethyl methyl ether